CN1N=CC(=C1)[C@@H](CN[C@H](C1=CC=CC=C1)[C@H]1CNC2=C(N1)N=CC(=C2)C=2C=NN(C2)C)C (S)-2-(1-methyl-1H-pyrazol-4-yl)-N-((R)-((R)-7-(1-methyl-1H-pyrazol-4-yl)-1,2,3,4-tetrahydropyrido[2,3-b]pyrazin-3-yl)(phenyl)methyl)propan-1-amine